N1N=CC(=C1)C1=CN(C2=NC=C(C=C21)C2=CC=C1CCN(CC1=C2)C)S(=O)(=O)C2=CC=C(C)C=C2 7-(3-(1H-pyrazol-4-yl)-1-tosyl-1H-pyrrolo[2,3-b]pyridin-5-yl)-2-methyl-1,2,3,4-tetrahydroisoquinoline